6-(3-chlorophenyl)-N-((1R,2R,4S)-7-cyano-7-azabicyclo[2.2.1]heptan-2-yl)-2-pyridinecarboxamide ClC=1C=C(C=CC1)C1=CC=CC(=N1)C(=O)N[C@H]1[C@H]2CC[C@@H](C1)N2C#N